2-(2-(6,6-dimethyl-4,5,6,7-tetrahydro-1H-indazol-3-yl)-1H-indole-6-carbonyl)-2,6-diazaspiro[3.4]octane-6-carboxylic acid tert-butyl ester C(C)(C)(C)OC(=O)N1CC2(CN(C2)C(=O)C2=CC=C3C=C(NC3=C2)C2=NNC=3CC(CCC23)(C)C)CC1